2,3,4,5,1,9,13,13a-octahydro-2,5-methanopyrido[1',2':4,5]pyrazino[2,1-b][1,3]oxazepin-8-olate O1C2N(C3CCC1C3)CC=3N(C2)C=CCC3[O-]